ClC=1C=C(C=C2C=C(N=CC12)NC(=O)[C@H]1[C@H](C1)F)C1=CC(=NC=C1C)OC |r| (±)-cis-N-[8-chloro-6-(2-methoxy-5-methyl-4-pyridyl)-3-isoquinolyl]-2-fluoro-cyclopropanecarboxamide